N1(CCCN(CCCNCCC1)CC=1C(=C(C=C(C1)C)CNC(CO)O)O)CC=1C(=C(C=C(C1)C)CNC(CO)O)O 1'-{1,5,9-triazacyclododecane-1,5-diylbis[methylene(2-hydroxy-5-methyl-3,1-phenylene)methyleneazanediyl]}di(ethane-1,2-diol)